NC1C(N(C=2N(CC1)N=C(C2)C)C)=O 6-amino-2,4-dimethyl-7,8-dihydro-4H-pyrazolo[1,5-a][1,3]diazepin-5(6H)-one